C(CCCCCCC)OC(CCC1=CC(=C(C(=C1)C(C)(C)C)O)C(C)(C)C)=O 3,5-di(tert-butyl)-4-hydroxy-hydrocinnamic acid-1-octyl ester